C(C1=CC=CC=C1)N1CC(N2C1=C(C(=C(C2=O)Cl)CC2=CC=C(C=C2)C(C)(C)C)C2=CC(=CC=C2)C(F)(F)F)C(=O)O 1-benzyl-7-(4-(tert-butyl)benzyl)-6-chloro-5-oxo-8-(3-(trifluoromethyl)phenyl)-1,2,3,5-tetrahydroimidazo[1,2-a]pyridine-3-carboxylic acid